C1(CC1)C(=O)N1CCC(CC1)CN1N=C2C3=C(C[C@@H](C2=C1)C)OC(=C3C(F)(F)F)C(=O)NC[C@H]3OCCC3 (4S)-2-{[1-(Cyclopropancarbonyl)piperidin-4-yl]methyl}-4-methyl-N-{[(2S)-oxolan-2-yl]methyl}-8-(trifluoromethyl)-4,5-dihydro-2H-furo[2,3-g]indazol-7-carboxamid